C(C)N[C@@H](CC(N)=O)C(=O)O N-ethylasparagin